glycidyl methacrylate (methylglycidyl methylacrylate) CC(=C(C(=O)O)C)CC1CO1.C(C(=C)C)(=O)OCC1CO1